C1(CCCCCC1)NC(C(C1CCN(CC1)CC)N(C(CCCCCCC\C=C/CCCCCCCC)=O)C(CCCCCCC)CCCCCCC)=O N-(2-(cycloheptylamino)-1-(1-ethylpiperidin-4-yl)-2-oxoethyl)-N-(pentadecan-8-yl)oleamide